O=C1NC=2N(C(=C1)CCC)C(=NN2)SC(C(=O)OC)CC methyl 2-[(7-oxo-5-propyl-7,8-dihydro [1,2,4]triazolo[4,3-a]pyrimidin-3-yl)sulfanyl]butanoate